t-butyldimethyl-(thien-3-ylmethoxy)silane pentadecyl-eicos-11-enoate C(CCCCCCCCCCCCCC)OC(CCCCCCCCCC=CCCCCCCCC)=O.C(C)(C)(C)[Si](OCC1=CSC=C1)(C)C